butane di[bis(trifluoromethanesulfonyl)imide] [N-](S(=O)(=O)C(F)(F)F)S(=O)(=O)C(F)(F)F.[N-](S(=O)(=O)C(F)(F)F)S(=O)(=O)C(F)(F)F.CCCC